aluminum phosphate (phosphonate) P([O-])([O-])=O.P(=O)([O-])(O)O.[Al+3]